ClC=1C(=NC(=NC1)NC1CCOCC1)C=1C=C2N(CCN=C2)C1 7-(5-Chloro-2-((tetrahydro-2H-pyran-4-yl)amino)pyrimidin-4-yl)-3,4-dihydropyrrolo[1,2-a]pyrazin